Allyl Ether Methacrylate C(C(=C)C)(=O)O.C(C=C)OCC=C